N1=CC=CC2=CC=C(C=C12)OCC(=O)N1CC2N(C(C3=C(NC2=O)C=CC(=C3)C3=CC(=CC=C3)C(F)(F)F)=O)CC1 2-(2-(quinolin-7-yloxy)acetyl)-8-(3-(trifluoromethyl)phenyl)-1,3,4,12a-tetrahydrobenzo[e]pyrazino[1,2-a][1,4]diazepine-6,12(2H,11H)-dione